ClC=1C2=C(N=CN1)N(C=C2)[C@@H]2[C@@H]1[C@]([C@@H]3[C@H]2OC(O3)(C)C)(C1)C(=O)C1CC1 ((3aR,3bS,4aS,5R,5aS)-5-(4-Chloro-7H-pyrrolo[2,3-d]pyrimidin-7-yl)-2,2-dimethyltetrahydrocyclopropa[3,4]cyclopenta[1,2-d][1,3]dioxol-3b(3aH)-yl)(cyclopropyl)methanone